OC(C(=O)OCCCCCC(=O)OCCCCCCCCC)CCC(=O)OCCCCCC(=O)OCCCCCCCCC Bis(6-(nonyloxy)-6-oxohexyl) 2-hydroxypentanedioate